COC1=C(C=C2C(=NC=NC2=C1)NC1=NC=CC(=C1)N1CCOCC1)C(C(=O)N)CCCC(=O)N (7-methoxy-4-((4-morpholinopyridin-2-yl)amino)quinazolin-6-yl)adipamide